3-(6-(4-((2-azaspiro[3.5]nonan-7-yl)methyl)piperazin-1-yl)-5-fluoro-1-methyl-1H-indazol-3-yl)piperidine-2,6-dione C1NCC12CCC(CC2)CN2CCN(CC2)C2=C(C=C1C(=NN(C1=C2)C)C2C(NC(CC2)=O)=O)F